ClC=1C=C(C=CC1Cl)C1=C(CN(C(=C1C#CC)C)C1=C(C=C(C=C1)F)F)C(=O)O 4-(3,4-dichlorophenyl)-1-(2,4-difluorophenyl)-6-methyl-5-prop-1-ynyl-pyridine-3-carboxylic acid